FC(C1=CC=C(C=C1)N1N=NC(=C1COC1=CC=C(N=N1)N1CC(C1)C(=O)NC=1C=NN(C1)C)C)F 1-(6-((1-(4-(Difluoromethyl)phenyl)-4-methyl-1H-1,2,3-triazol-5-yl)methoxy)pyridazine-3-yl)-N-(1-methyl-1H-pyrazol-4-yl)azetidine-3-carboxamide